N-(1-(1-methoxyisoquinolin-4-yl)ethyl)-2-methylpropan-2-sulfinamide COC1=NC=C(C2=CC=CC=C12)C(C)NS(=O)C(C)(C)C